N-(4-Fluorophenyl)-1-[1-(oxetan-3-carbonyl)-1,2,3,4-tetrahydrochinolin-6-yl]cyclobutan-1-carboxamid FC1=CC=C(C=C1)NC(=O)C1(CCC1)C=1C=C2CCCN(C2=CC1)C(=O)C1COC1